FC=1C=C2C(=NC1NC1=CC(=CC=C1)C(F)(F)F)NN=C2N 5-fluoro-N6-[3-(trifluoromethyl)phenyl]-1H-pyrazolo[3,4-b]pyridine-3,6-diamine